tert-Butyl (4-(3-((3S,4S)-3-amino-4-fluoropyrrolidin-1-yl)-5-fluoro-7,9-dihydrofuro[3,4-f]quinazolin-6-yl)-3-cyano-7-fluorothieno[3,2-c]pyridin-2-yl)carbamate N[C@H]1CN(C[C@@H]1F)C1=NC=2C(=C(C3=C(C2C=N1)COC3)C3=NC=C(C1=C3C(=C(S1)NC(OC(C)(C)C)=O)C#N)F)F